N-methyl-3-(4-nitrophenyl)propanamid CNC(CCC1=CC=C(C=C1)[N+](=O)[O-])=O